ethyl (2E)-3-(4-methyl-1-{2-[(oxan-2-yl)oxy]ethyl}-1H-benzotriazol-5-yl)prop-2-enoate CC1=C(C=CC=2N(N=NC21)CCOC2OCCCC2)/C=C/C(=O)OCC